NC1=CC(=C(C=C1)NCC1=CC=C(C=C1)NC(C)=O)C N-[4-[[(4-amino-2-methylphenyl)amino]methyl]phenyl]-acetamide